4-(4-(6-(((1R,3s,5S)-1,5-dimethyl-8-azabicyclo[3.2.1]octan-3-yl)(methyl)amino)pyridazin-3-yl)-3-hydroxyphenyl)-1-(fluoromethyl)pyridin C[C@]12CC(C[C@](CC1)(N2)C)N(C2=CC=C(N=N2)C2=C(C=C(C=C2)C2=CCN(C=C2)CF)O)C